C(C)N1CCC(CC1)N1CCC(CC1)C(=O)OCC(COC(CC1C2CC3CC(CC1C3)C2)=O)COC(CCCCCCC\C=C/C\C=C/CCCCC)=O 3-(2-((1r,3r)-adamantan-2-yl)acetoxy)-2-((((9Z,12Z)-octadeca-9,12-dienoyl)oxy)methyl)propyl 1'-ethyl-[1,4'-bipiperidine]-4-carboxylate